C(C)OC(=O)Cl.BrC1=CC2=C(C(OC(N2[2H])=O)C)C=C1 7-bromo-4-methyl-1,4-dihydro-2H-3,1-benzoxazin-2-one-d ethyl-chloroformate